CN1CC(CCC1)NC1=NN=C(C=2CCCCC12)C1=C(C=C(C=C1)C(F)(F)F)O (4-((1-Methylpiperidin-3-yl)amino)-5,6,7,8-tetrahydrophthalazin-1-yl)-5-(trifluoromethyl)phenol